N-(4-(4-(2-((2,6-dioxopiperidin-3-yl)amino)benzyl)piperazin-1-yl)-3-(trifluoromethyl)phenyl)-3-(imidazo[1,2-b]pyridazin-3-ylethynyl)-4-methylbenzamide O=C1NC(CCC1NC1=C(CN2CCN(CC2)C2=C(C=C(C=C2)NC(C2=CC(=C(C=C2)C)C#CC2=CN=C3N2N=CC=C3)=O)C(F)(F)F)C=CC=C1)=O